FC(OC1=C(C=CC(=C1)C(C(F)(F)F)(C(F)(F)F)F)NC(C1=C(C(=CC=C1)N(C(C1=CC=C(C=C1)F)=O)CC1CC1)F)=O)F N-[2-difluoromethoxy-4-(1,1,1,2,3,3,3-heptafluoropropan-2-yl)-phenyl]-3-[N-(cyclopropylmethyl)-4-fluorobenzamido]-2-fluorobenzamide